ClC1=C(C(=C(C=C1)C=1N=NN(C1)[C@@H]1[C@H]([C@H](O[C@@H]([C@@H]1O)CO)CC1=NOC(=C1)C1CCCC1)OC)F)F 1-(3-(((2R,3R,4S,5R,6R)-4-(4-(4-chloro-2,3-difluorophenyl)-1H-1,2,3-triazol-1-yl)-5-hydroxy-6-(hydroxymethyl)-3-methoxytetrahydro-2H-pyran-2-yl)methyl)isoxazol-5-yl)cyclopentane